C(C)O[Si]OCC (diethoxy)silicon